FC1=C(C=CC=C1)[C@H](C(=O)N1CC2=NN(C=C2C1)S(=O)(=O)C1=NN(C=C1)CCOC)CO (2S)-2-(2-fluorophenyl)-3-hydroxy-1-[2-[1-(2-methoxyethyl)pyrazol-3-ylsulfonyl]-4H,6H-pyrrolo[3,4-c]pyrazol-5-yl]propan-1-one